C(CCC)/C(/C(=O)O)=C\C α-butylcrotonic acid